BrC1=CC=C(C=C1)SC1=CN=C(C=2N1C=CN2)C2=CC=C(C=C2)C 5-((4-bromophenyl)thio)-8-(p-tolyl)imidazo[1,2-a]pyrazine